FC=1C(=CC2=C(N=CN2COCC[Si](C)(C)C)C1)NC=1N=NC=CC1 6-fluoro-N-pyridazin-3-yl-3-(2-trimethylsilylethoxymethyl)benzimidazol-5-amine